tert-Butyl ((3S,5S)-1-(2-chloro-5-(1-(2,2,2-trifluoroethyl)-1H-pyrazol-4-yl)pyridin-4-yl)-5-methylpiperidin-3-yl)carbamate ClC1=NC=C(C(=C1)N1C[C@H](C[C@@H](C1)C)NC(OC(C)(C)C)=O)C=1C=NN(C1)CC(F)(F)F